5-[4-[2-[2-[(2S,6R)-4-[4-(5-amino-1H-indazol-3-yl)-2-piperidinyl]-2,6-dimethyl-piperazin-1-yl]ethoxy]ethyl]piperazin-1-yl]-2-(2,6-dioxo-3-piperidinyl)isoindoline-1,3-dione NC=1C=C2C(=NNC2=CC1)C1CC(NCC1)N1C[C@@H](N([C@@H](C1)C)CCOCCN1CCN(CC1)C=1C=C2C(N(C(C2=CC1)=O)C1C(NC(CC1)=O)=O)=O)C